1-ethyl-3-methyl-1,2,3-triazolium chloride [Cl-].C(C)[N+]1=NN(C=C1)C